3-chloro-4-(5-(dimethylamino)-2-azabicyclo[2.1.1]hexan-2-yl)-2,6-difluoro-N-(6-fluoropyridin-2-yl)benzenesulfonamide ClC=1C(=C(C(=CC1N1C2C(C(C1)C2)N(C)C)F)S(=O)(=O)NC2=NC(=CC=C2)F)F